O1C(C(CC1=O)C1C(OC(C1)=O)=O)=O tetrahydro-3,3'-bifuran-2,2',5,5'-tetrone